NC[Si](OC)(OC)OC aminomethyltrimethoxysilane